CN1CC(C1)(C)[C@@](C=1C=C(C=NC1)C1=NOC(=N1)CC(C)(C)NC(=O)C1CC1)(C1=CC=C(C=C1)C(C)C)O Cyclopropanecarboxylic acid [2-(3-{5-[(R)-(1,3-dimethyl-azetidin-3-yl)-hydroxy-(4-isopropyl-phenyl)-methyl]-pyridin-3-yl}-[1,2,4]oxadiazol-5-yl)-1,1-dimethyl-ethyl]-amide